OC1=C(C(=O)C2=C(C=CC=C2)O)C=CC(C1)(O)O 2,2',4,4-tetrahydroxybenzophenone